COC=1C=C(C=CC1OC)C1=CC=NC=2N1N=C(C2)C(=O)N2CCN(CC2)C(CO)=O 1-(4-(7-(3,4-dimethoxyphenyl)pyrazolo[1,5-a]pyrimidine-2-carbonyl)piperazin-1-yl)-2-hydroxyethan-1-one